(Z)-N-(2-(3,4-bis(benzyloxy)benzylidene)-3-oxo-2,3-dihydrobenzofuran-5-yl)acetamide C(C1=CC=CC=C1)OC=1C=C(\C=C\2/OC3=C(C2=O)C=C(C=C3)NC(C)=O)C=CC1OCC1=CC=CC=C1